C1(CC1)CN[C@H]1CN(CCC1)C1=CC(N(C=C1)C(C)N1N=NC(=C1)C=1C=NC=C(C1)N(C)C)=O 4-((R)-3-((cyclopropylmethyl)amino)piperidin-1-yl)-1-(1-(4-(5-(dimethyl-amino)pyridin-3-yl)-1H-1,2,3-triazol-1-yl)ethyl)pyridin-2(1H)-one